(4-(trifluoromethyl)phenyl)((R)-3-(((3S,4R,5R)-3,4,5-trihydroxypiperidin-1-yl)methyl)pyrrolidin-1-yl)methanone FC(C1=CC=C(C=C1)C(=O)N1C[C@H](CC1)CN1C[C@@H](C([C@@H](C1)O)O)O)(F)F